C(C1=CC=CC=C1)OC=1C=NC(=NC1)C(C)O 1-(5-(benzyloxy)pyrimidin-2-yl)ethane-1-ol